C1NCC12CCC(CC2)NS(=O)(=O)C2CCC(CC2)(F)F N-(2-azaspiro[3.5]nonan-7-yl)-4,4-difluoro-cyclohexanesulfonamide